para-phenylenebenzobisthiazole methyl-(S)-2-((tert-butoxycarbonyl)amino)-3-(piperidin-4-yl)propanoate COC([C@H](CC1CCNCC1)NC(=O)OC(C)(C)C)=O.C1(=CC=C(C=C1)C=1SC2=C(N1)C=CC=C2)C=2SC1=C(N2)C=CC=C1